N-((1R,5S,6r)-3-(5-(6-(3-cyanopyrrolo[1,2-b]pyridazin-7-yl)-4-(isopropylamino)pyridin-3-yl)-1,3,4-thiadiazol-2-yl)-3-azabicyclo[3.1.0]hexan-6-yl)acetamide C(#N)C1=CC=2N(N=C1)C(=CC2)C2=CC(=C(C=N2)C2=NN=C(S2)N2C[C@@H]1C([C@@H]1C2)NC(C)=O)NC(C)C